(1s,4s)-4-((2-Amino-3-bromo-6-methylbenzyl)amino)-N-(3-methoxy-4-methylphenyl)cyclohexanecarboxamide NC1=C(CNC2CCC(CC2)C(=O)NC2=CC(=C(C=C2)C)OC)C(=CC=C1Br)C